4-(6-chloro-4-(6,6-difluoro-1,4-diazepan-1-yl)-8-fluoro-2-((4-methyl-4H-1,2,4-triazol-3-yl)methoxy)quinazolin-7-yl)benzo[d]thiazol-2-amine ClC=1C=C2C(=NC(=NC2=C(C1C1=CC=CC2=C1N=C(S2)N)F)OCC2=NN=CN2C)N2CCNCC(C2)(F)F